C(C)OC(CBr)OCC 1,1-diethoxy-2-bromoethane